acryloxypentyl-trimethoxysilane C(C=C)(=O)OCCCCC[Si](OC)(OC)OC